Cl.C(C1=CC=CC=C1)(=O)[C@](N)(CCCNC(N)=N)C(=O)NC1=CC=C(C=C1)[N+](=O)[O-] |r| N-α-benzoyl-DL-arginyl-4-nitroaniline hydrochloride